phenyldibenzothiophenyl-[phenyl(dimethylfluorenyl)triazinyl]benzene C1(=CC=CC=C1)C=1C(=C(C=CC1)C1=NN=NC(=C1C1=C(C(=CC=2C3=CC=CC=C3CC12)C)C)C1=CC=CC=C1)C1=CC=CC=2SC3=C(C21)C=CC=C3